((((2-chloro-2'-methyl-[1,1'-biphenyl]-3,3'-diyl)bis(oxy))bis(propane-3,1-diyl))bis(3-hydroxypyrrolidine-1,3-diyl))diacetic acid ClC1=C(C=CC=C1OCCCN1CC(CC1)(O)CC(=O)O)C1=C(C(=CC=C1)OCCCN1CC(CC1)(O)CC(=O)O)C